CNC1=C(C=NN1[C@@H]1CN(CC1)C(C=C)=O)C(=O)N 5-(methylamino)-1-[(3S)-1-(prop-2-enoyl)pyrrolidin-3-yl]Pyrazole-4-carboxamide